(S)-7-((S)-1-Methoxyethyl)-4-((R)-3-(methylamino)pyrrolidin-1-yl)-7,8-dihydro-6H-pyrimido[5,4-b][1,4]oxazin-2-amine CO[C@@H](C)[C@H]1NC2=C(OC1)C(=NC(=N2)N)N2C[C@@H](CC2)NC